Cl.COCCOC(CC)=O propionic acid 2-methoxyethyl ester HCl salt